2-chloro-6-methyl-benzoxazole ClC=1OC2=C(N1)C=CC(=C2)C